CC1=C(CC2=CC=CC=C12)C1=CC=CC=C1 3-methyl-2-phenyl-1H-indene